C(C)(C)[N-]C(C)C N,N-diiso-propylamide